FC1=CNC=2C1=NC(=CC2CNCC(C)C)C(=O)NC=2C=NC=C(C2)C2(CC(C2)C)C2=NN=CN2C 3-fluoro-7-((isobutylamino)methyl)-N-(5-((1s,3s)-3-methyl-1-(4-methyl-4H-1,2,4-triazol-3-yl)cyclobutyl)pyridin-3-yl)-1H-pyrrolo[3,2-b]pyridine-5-carboxamide